1-(2-((3'-((2-chloro-4-formyl-5-hydroxyphenoxy)methyl)-2,2'-dimethyl-[1,1'-biphenyl]-3-yl)oxy)ethyl)-1H-1,2,3-triazole-4-carbaldehyde ClC1=C(OCC=2C(=C(C=CC2)C2=C(C(=CC=C2)OCCN2N=NC(=C2)C=O)C)C)C=C(C(=C1)C=O)O